N[C@H](CC(=O)O)CC1=CC=C(C=C1)C(F)(F)F (S)-β-amino-4-(4-trifluoromethylphenyl)-butyric acid